C(C)(C)(C)OC(=O)N[C@@H](CC(=O)OCC)C=1C=C(C=C(C1F)C)C1=C(C(=CC=C1O)C)C ethyl (3S)-3-[(tert-butoxycarbonyl)amino]-3-{4-fluoro-6'-hydroxy-2',3',5-trimethyl-[1,1'-biphenyl]-3-yl}propanoate